CC1(CCC=2N1C=NC2C(C(=O)NC=2SC=CN2)N2N=C1C(=C(C=C(C1=C2)C(F)(F)F)C2=CC=C(C=C2)N2CCOCC2)C)C 2-(5,5-Dimethyl-6,7-dihydropyrrolo[1,2-c]imidazol-1-yl)-2-[7-methyl-6-(4-morpholinophenyl)-4-(trifluoromethyl)indazol-2-yl]-N-(thiazol-2-yl)acetamide